6-(3-bromophenyl)-5,7-dimethyl-2-phenyl-2,6-dihydro-1H-pyrrolo[3,4-d]pyridazin-1-one BrC=1C=C(C=CC1)N1C(=C2C(N(N=CC2=C1C)C1=CC=CC=C1)=O)C